[Fe+2].[F-].BrC=1C=C(C=CC1F)N1C(=NOC1=O)C=1C(=NON1)S[C@@H]1CN(CC1)S(=O)(=O)N.[F-] (S)-3-((4-(4-(3-bromo-4-fluorophenyl)-5-oxo-4,5-dihydro-1,2,4-oxadiazol-3-yl)-1,2,5-oxadiazol-3-yl)thio)pyrrolidine-1-sulfonamide Fluoride iron